trisodium 2-hydroxypropane-1,2,3-tricarboxylic acid OC(CC(=O)O)(CC(=O)O)C(=O)O.[Na].[Na].[Na]